2-[(1RS,2SR)-2-(3-chlorophenyl)-2-hydroxy-1-(pyrimidin-2-yl)ethyl]-6-[5-(difluoromethyl)-1,3,4-oxadiazol-2-yl]-2,3-dihydro-1H-isoindol-1-one ClC=1C=C(C=CC1)[C@@H]([C@@H](C1=NC=CC=N1)N1C(C2=CC(=CC=C2C1)C=1OC(=NN1)C(F)F)=O)O |r|